tert-butyl N-[1-[2-[4-[(3S)-3-(5-fluoro-6-methyl-3-pyridyl)isoxazolidine-2-carbonyl]-1-piperidyl]pyrimidin-4-yl]-5-methyl-pyrazol-4-yl]carbamate FC=1C=C(C=NC1C)[C@H]1N(OCC1)C(=O)C1CCN(CC1)C1=NC=CC(=N1)N1N=CC(=C1C)NC(OC(C)(C)C)=O